2-(4-chloronaphthalen-1-yl)-N1,N3-diphenylbenzene-1,3-diamine ClC1=CC=C(C2=CC=CC=C12)C1=C(C=CC=C1NC1=CC=CC=C1)NC1=CC=CC=C1